naphthalen-2-ol bis(2,2,2-trifluoroacetate) FC(C(=O)O)(F)F.FC(C(=O)O)(F)F.C1=C(C=CC2=CC=CC=C12)O